Cl.CNC[Si](C)(C)C methyl[(trimethylsilyl)methyl]amine hydrochloride